FC(CN1N=C(C=2C1=NC(=CN2)N2CCC1(CC(N(C1)C=1C=NC(=CC1)C(F)(F)F)=O)CC2)OCC)F 8-(1-(2,2-difluoroethyl)-3-ethoxy-1H-pyrazolo[3,4-b]pyrazin-6-yl)-2-(6-(trifluoromethyl)pyridin-3-yl)-2,8-diazaspiro[4.5]decan-3-one